C1(=CC=C(C=C1)C[C@H](NC(C(C(=O)NCC1=CC(=CC=C1)OC)C)=O)B(O)O)C1=CC=CC=C1 ((1R)-2-([1,1'-biphenyl]-4-yl)-1-(3-((3-methoxybenzyl)amino)-2-methyl-3-Oxopropionamido)ethyl)boronic acid